3-(2-(1,8-naphthyridin-2-yl)ethyl)cyclobutanamine N1=C(C=CC2=CC=CN=C12)CCC1CC(C1)N